C(C1=CC=CC=C1)OC=1C=C2C(CC(=C(C2=CC1)C1=CC=C(C=C1)N1CCC(CC1)C(OC)OC)C1=C(C=CC=C1)F)(F)F 1-(4-(6-(benzyloxy)-4,4-difluoro-2-(2-fluorophenyl)-3,4-dihydronaphthalen-1-yl)phenyl)-4-(dimethoxymethyl)piperidine